3-[(1-NAPHTHYLOXY)METHYL]PHENYLBORONIC ACID C1(=CC=CC2=CC=CC=C12)OCC=1C=C(C=CC1)B(O)O